p-hydroxy-E-benzene OC1=CC=CC=C1